C(C)C(CN)CCCC 2-ethyl-1-hexaneamine